8-bromo-7-(methoxymethoxy)-2,2-dimethyl-4H-benzo[d][1,3]dioxin-4-one BrC1=C(C=CC2=C1OC(OC2=O)(C)C)OCOC